The molecule is a hexosamine that is beta-L-idopyranose in which the hydroxy groups at positions 2 and 6 are replaced by amino groups It derives from a beta-L-idopyranose. C([C@H]1[C@H]([C@@H]([C@H]([C@H](O1)O)N)O)O)N